4-(6-chloro-8-fluoro-2-(((2R,7aS)-2-fluorotetrahydro-1H-pyrrolizin-7a(5H)-yl)methoxy)-4-(methyl((R)-pyrrolidin-3-yl)amino)quinazolin-7-yl)-7-fluorobenzo[d]thiazol-2-amine ClC=1C=C2C(=NC(=NC2=C(C1C1=CC=C(C2=C1N=C(S2)N)F)F)OC[C@]21CCCN1C[C@@H](C2)F)N([C@H]2CNCC2)C